N-[4-(1-Isobutyl-pyrrolidin-3-yl)-phenyl]-6-methyl-5-(4-pyridin-3-yl-pyrimidin-2-ylamino)-nicotinamide C(C(C)C)N1CC(CC1)C1=CC=C(C=C1)NC(C1=CN=C(C(=C1)NC1=NC=CC(=N1)C=1C=NC=CC1)C)=O